[Pt].ClC1(CCCCC1)Cl dichloro(cyclohexane) platinum